4-((2-(4-(((7-((1-acetylpiperidin-4-yl)methoxy)-5-fluoro-4-oxo-3,4-dihydroquinazolin-2-yl)methyl)thio)piperidin-1-yl)-2-oxoethyl)amino)-2-(2,6-dioxopiperidin-3-yl)isoindoline-1,3-dione C(C)(=O)N1CCC(CC1)COC1=CC(=C2C(NC(=NC2=C1)CSC1CCN(CC1)C(CNC1=C2C(N(C(C2=CC=C1)=O)C1C(NC(CC1)=O)=O)=O)=O)=O)F